N1C(=CC=2C1=C[NH+]=CC2)C(=O)N 1H-pyrrolo[2,3-c]Pyridin-6-ium-2-carboxamide